p-methylbenzyl alcohol CC1=CC=C(C=C1)CO